(1S,3R)-N1-(6-methyl-2-(trifluoromethyl)quinolin-4-yl)cyclohexane-1,3-diamine CC=1C=C2C(=CC(=NC2=CC1)C(F)(F)F)N[C@@H]1C[C@@H](CCC1)N